C(CC=C)[C@H]1N([C@@H]([C@@H](OC1=O)C1=CC=CC=C1)C1=CC=CC=C1)C(=O)OC(C)(C)C tert-butyl (3R,5R,6S)-3-(but-3-en-1-yl)-2-oxo-5,6-diphenylmorpholine-4-carboxylate